NC1=NC(=C(C=2N1N=C(N2)NC2=NC=CC=C2)C2=CN(C(C=C2)=O)C)C=2C=C(C#N)C=CC2 3-(5-amino-8-(1-methyl-6-oxo-1,6-dihydropyridin-3-yl)-2-(pyridin-2-ylamino)-[1,2,4]triazolo[1,5-c]pyrimidin-7-yl)benzonitrile